ClC1=C(CN2C(N(C=3N=C4N(C3C2=O)C=C(N4)C)C)=O)C=CC=C1 3-(2-chlorobenzyl)-1,7-dimethyl-1H-imidazo[2,1-f]purine-2,4(3H,8H)-dione